C(C)N(S(=O)(=O)C(C(C(C(C(C(C(C(F)(F)F)(F)F)(F)F)(F)F)(F)F)(F)F)(F)F)(F)F)CCC[Si](OC)(OC)OC ethylheptadecafluoro-N-[3-(trimethoxysilyl)propyl]octanesulfonamide